Cl.O=C1NC(CC[C@H]1NC(C1=C(C=C(C=C1)N1CCNCC1)F)=O)=O |r| (±)-N-(2,6-dioxopiperidin-3-yl)-2-fluoro-4-(piperazine-1-yl)benzamide hydrochloride